COC=1CC=2CCN([C@@H](C2CC1)CC1=CC(=C(C(=C1)O)OC)O)C(=O)OC Methyl (1R)-3,4,5,8-tetrahydro-6-methoxy-1-[[4-methoxy-3,5-bis(hydroxy)phenyl]methyl]-2(1H)-isoquinolinecarboxylate